(3Z)-14,14-dipropoxy-3-tetradecen-1-ol C(CC)OC(CCCCCCCCC\C=C/CCO)OCCC